(E)-2,4-dimethoxy-6-{2-[1-(tert-butoxycarbonyl)piperidin-4-yl]vinyl}benzoic acid methyl ester COC(C1=C(C=C(C=C1\C=C\C1CCN(CC1)C(=O)OC(C)(C)C)OC)OC)=O